NC1=C2O[C@@H](C=3C=C(C=CC3C(N(CC3=NNC(=C3C(C=N1)=C2)C#N)C)=O)F)C (16R)-19-amino-13-fluoro-8,16-dimethyl-9-oxo-17-oxa-4,5,8,20-tetraazatetracyclo[16.3.1.02,6.010,15]docosa-1(22),2,5,10(15),11,13,18,20-octaene-3-carbonitrile